2-chloro-4,6-difluorophenol ClC1=C(C(=CC(=C1)F)F)O